ClC=1C=C2C=3C[C@H](CCC3NC2=CC1)C(=O)N[C@H]1[C@H]2CC[C@@H](C1)N2C#N (3S)-6-chloro-N-((1R,2R,4S)-7-cyano-7-azabicyclo[2.2.1]heptan-2-yl)-2,3,4,9-tetrahydro-1H-carbazole-3-carboxamide